N1=C(C=CC=C1)S(=O)(=O)C 2-pyridinyl-methylsulfone